NC1=NC2=CC(=CC(=C2C=C1)N1CCN(CC1)C(C(C)C)=O)S(=O)(=O)NC1(CC1)C 2-amino-5-(4-isobutyrylpiperazin-1-yl)-N-(1-methylcyclopropyl)quinoline-7-sulfonamide